C1=CC=C2C(=C1)C=CC3=C2C=CC4=C3C=CC=N4 azachrysene